4-({6-[2-Amino-3-(1H-imidazole-5-yl)propanoyl]-2-[(4-cyanophenyl)amino]-5H,6H,7H,8H-pyrido[4,3-d]pyrimidine-4-yl}oxy)-3,5-dimethylbenzonitrile NC(C(=O)N1CC2=C(N=C(N=C2OC2=C(C=C(C#N)C=C2C)C)NC2=CC=C(C=C2)C#N)CC1)CC1=CN=CN1